2-(2,6-dioxopiperidin-3-yl)-6-fluoro-1-oxoisoindole O=C1NC(CCC1N1C(C2=CC(=CC=C2C1)F)=O)=O